bis(hydroxymethyl) diphosphonate P(=O)(OCO)OP(=O)OCO